FC=1C=C(C=C(C1)F)[C@H]1N(CC[C@H](C1)NC(C)C)C(=O)N1CC2(CCCC2)[C@@H](CC1)CN1C=NC(=CC1=O)C1=CC=CC=C1 3-(((R)-7-((2S,4R)-2-(3,5-difluorophenyl)-4-(isopropylamino)piperidine-1-carbonyl)-7-azaspiro[4.5]dec-10-yl)methyl)-6-phenylpyrimidin-4(3H)-one